NC1=CC=C2CCN(C(C2=C1)C1=CC=CC=C1)C1=NC(=C(C(N1C)=O)OC)C=1OC2=C(N1)C=CC=C2 2-(7-amino-1-phenyl-3,4-dihydro-1H-isoquinolin-2-yl)-6-(1,3-benzoxazol-2-yl)-5-methoxy-3-methylpyrimidin-4-one